O=C1NC(CC[C@H]1N1C(C2=CC(=C(C=C2C1=O)N1CCN(CC1)CC1CCNCC1)F)=O)=O 4-((4-(2-((3R)-2,6-dioxopiperidin-3-yl)-6-fluoro-1,3-dioxoisoindolin-5-yl)piperazin-1-yl)methyl)piperidin